FC1=CC2=C(SC(=C2C)S(=O)(=O)NC2=C(C=C(C=C2)C=2OC(=CN2)C)S(=O)(=O)C)C=C1 5-fluoro-N-[2-methanesulfonyl-4-(5-methyloxazol-2-yl)phenyl]-3-methylbenzo[b]thiophene-2-sulfonamide